CC1=C2C=C(N(C2=CC=C1CN1CCC2(CN(C2)C2=NC(NC3=CC=C(C=C23)CC(F)(F)F)=O)CC1)C[C@@H]1CNC(CO1)=O)C#N 4-methyl-1-[[(2S)-5-oxomorpholin-2-yl]methyl]-5-[[2-[2-oxo-6-(2,2,2-trifluoroethyl)-1H-quinazolin-4-yl]-2,7-diazaspiro[3.5]nonan-7-yl]methyl]indole-2-carbonitrile